NC=1C2=C(N=CN1)N(C=C2C=2C(=C(C=CC2)NS(=O)(=O)C2=CC=C(C=C2)[N+](=O)[O-])F)C N-[3-(4-amino-7-methyl-7H-pyrrolo[2,3-d]pyrimidin-5-yl)-2-fluoro-phenyl]-4-nitro-benzenesulfonamide